BrC1=C(C=O)C(=CC(=C1)F)Br 2,6-dibromo-4-fluorobenzaldehyde